ClC=1C=C(C(=O)NCCN2CCN(CC2)C2=C(C(=CC=C2)Cl)Cl)C=CC1Cl 3,4-dichloro-N-(2-(4-(2,3-dichlorophenyl)piperazin-1-yl)ethyl)benzamide